CN1N=CC=C1C1=CC=C(N=N1)N1CCC(CC1)N 1-(6-(1-methyl-1H-pyrazol-5-yl)pyridazin-3-yl)piperidin-4-amine